CC(CCCCCCCCC(=O)Cl)CCCCCCCC 10-methyl-octadecanoyl chloride